tert-butyl N-{1-[5-chloro-1-(2,3-dichlorophenyl)-2-methyl-6-oxo-1,6-dihydropyrimidin-4-yl]-4-methylpiperidin-4-yl}carbamate ClC1=C(N=C(N(C1=O)C1=C(C(=CC=C1)Cl)Cl)C)N1CCC(CC1)(C)NC(OC(C)(C)C)=O